COC(CCC(C(=O)N)NC(=O)OC(C)(C)C)=O 5-amino-4-(tert-butoxycarbonylamino)-5-oxo-pentanoic acid methyl ester